6-[[(2S)-2-isopropylpiperazin-1-yl]methyl]-8-methyl-chromen-4-one C(C)(C)[C@@H]1N(CCNC1)CC=1C=C2C(C=COC2=C(C1)C)=O